C1(CC1)C=1N=NN(C1)[C@H](C(=O)N1[C@@H](C[C@H](C1)O)C(=O)NCC1=NN=CN1C1=CC=CC=C1)C(C)(C)C (2S,4r)-1-[(2S)-2-(4-cyclopropyl-triazol-1-yl)-3,3-dimethyl-butyryl]-4-hydroxy-N-[(4-phenyl-1,2,4-triazol-3-yl)methyl]pyrrolidine-2-carboxamide